N-(3,4-difluorophenyl)-6-(3-methylbut-1-ynyl)-1H-indazol-5-amine FC=1C=C(C=CC1F)NC=1C=C2C=NNC2=CC1C#CC(C)C